C(C)OC(CNC)=O L-sarcosine ethyl ester